[Si]12(OCCN(CCO1)CCO2)CCCN(CC[N+](C)(C)CC(=O)[O-])C [(2-{[3-(2,8,9-trioxa-5-aza-1-silabicyclo[3.3.3]undecane-1-yl)propyl]methylamino}ethyl)dimethylammonio]acetate